6-isopropyl-5-(8-methoxy-[1,2,4]triazolo[1,5-a]pyridin-6-yl)-2-(4-(pyrrolidin-1-yl)cyclohexyl)-4H-pyrrolo[3,2-d]thiazol C(C)(C)C1=C(NC2=C1N=C(S2)C2CCC(CC2)N2CCCC2)C=2C=C(C=1N(C2)N=CN1)OC